2-((2-bromo-[1,1'-biphenyl]-3-yl)methoxy)-4,6-dimethoxypyrimidin-5-carbaldehyde BrC1=C(C=CC=C1COC1=NC(=C(C(=N1)OC)C=O)OC)C1=CC=CC=C1